CNC.CC1=C(OCC(=O)O)C=CC(=C1)Cl (2-methyl-4-chlorophenoxy)acetic acid dimethylamine salt